tert-butyl (2R,6S)-2,6-dimethyl-4-(6-(((5-(pyrazin-2-yl)-7-((2-(trimethylsilyl)ethoxy)methyl)-7H-pyrrolo[2,3-d]pyrimidin-4-yl)amino)methyl)pyridin-2-yl)piperazine-1-carboxylate C[C@H]1N([C@H](CN(C1)C1=NC(=CC=C1)CNC=1C2=C(N=CN1)N(C=C2C2=NC=CN=C2)COCC[Si](C)(C)C)C)C(=O)OC(C)(C)C